1-(3-(1-((3-((2-((3S,4R)-3-fluoro-4-hydroxy-3-methylpiperidin-1-yl)pyrimidin-4-yl)amino)-5-isopropylisoquinolin-8-yl)oxy)ethyl)azetidin-1-yl)ethan-1-one F[C@]1(CN(CC[C@H]1O)C1=NC=CC(=N1)NC=1N=CC2=C(C=CC(=C2C1)C(C)C)OC(C)C1CN(C1)C(C)=O)C